C(CCCCCCCCCCCCCCC)[SiH2]OCC n-hexadecylethoxysilane